FC(C)(F)C1=NC(=CC(=N1)N1CC2(C=3C=NC(=CC31)NC(C)=O)CC2)C2=C(C=NC=C2)F N-(1'-(2-(1,1-difluoroethyl)-6-(3-fluoropyridin-4-yl)pyrimidin-4-yl)-1',2'-dihydrospiro[cyclopropane-1,3'-pyrrolo[3,2-c]pyridin]-6'-yl)acetamide